C(\C=C/C(=O)O)(=O)O.C(\C=C/C(=O)O)(=O)O.NCCNC1=CC=C(C2=C1C(C=1C=CN=CC1C2=O)=O)NCCN 6,9-bis[(2-aminoethyl)amino]benzo[G]isoquinoline-5,10-dione dimaleate